CN[C@@H](C(C)C)C(=O)OCC[Si](C)(C)C 2-(trimethylsilyl)ethyl methyl-L-valinate